1-methyl-2-ethylbenzimidazole CN1C(=NC2=C1C=CC=C2)CC